4,8-diamino-2,6-naphthalenedisulfonic acid NC1=CC(=CC2=C(C=C(C=C12)S(=O)(=O)O)N)S(=O)(=O)O